4-[7-[[(1S,5R)-8-(2-cyanoethyl)-8-azabicyclo[3.2.1]octan-3-yl]oxy]imidazo[1,2-a]pyridin-3-yl]-N-cyclopropyl-2-(difluoromethoxy)-6-methoxy-benzamide C(#N)CCN1[C@@H]2CC(C[C@H]1CC2)OC2=CC=1N(C=C2)C(=CN1)C1=CC(=C(C(=O)NC2CC2)C(=C1)OC)OC(F)F